C(C(CC(=O)O)[C@@H](C)[C@H]1CC[C@H]2[C@@H]3CCC4CCCC[C@]4(C)[C@H]3CC[C@]12C)([2H])([2H])[2H] 22-(methyl-d3)-cholanic acid